C(C)(C)S(=O)(=O)N1C2CNC(C1)C2 2-(isopropylsulfonyl)-2,5-diazabicyclo[2.2.1]heptane